C(C)(=O)OC1C(OC(C(C1OC(C)=O)OC(C)=O)C(=O)OC)N(C1=CC2=C(OCCO2)C=C1)C1=NC2=C(C=CC=C2C=C1)Cl 2-((8-chloroquinolin-2-yl)(2,3-dihydrobenzo[b][1,4]dioxin-6-yl)amino)-6-(methoxycarbonyl)tetrahydro-2H-pyran-3,4,5-triyl triacetate